N12C3=C4C=CC=C3C(C=3C=CC=C(C(C5=CC=CC(=C51)C4=O)=O)C23)=O 1-azahexacyclo[11.7.1.13,19.02,7.09,21.015,20]docosa-2,4,6,9(21),10,12,15,17,19-nonaene-8,14,22-trione